FC1=C(C(=CC(=C1)O[C@H]1CN(CC1)CCCF)F)[C@@H]1N([C@H](CC2=C1NC1=CC=CC=C21)C)C21CC(C2)(C1)C#N 3-((1S,3S)-1-(2,6-difluoro-4-(((R)-1-(3-fluoropropyl)pyrrolidin-3-yl)oxy)phenyl)-3-methyl-1,3,4,9-tetrahydro-2H-pyrido[3,4-b]indol-2-yl)bicyclo[1.1.1]pentane-1-carbonitrile